5-Fluoro-2-aminobenzamide FC=1C=CC(=C(C(=O)N)C1)N